dimethylsilyl-tetramethyl-cyclopentadienyl-tertiary butylamino-dimethyl-titanium C[SiH](C)C[Ti](C)(NC(C(C)(C)C)(CC)C)C1C=CC=C1